(R)-3-((4-(piperidin-4-yl)phenyl)amino)piperidine-2,6-dione N1CCC(CC1)C1=CC=C(C=C1)N[C@H]1C(NC(CC1)=O)=O